ClC1=C(C(=NN1C)C1=NC(=CC=C1)C)C(=O)NC1CCC2(CCN(CC2)CCC(C)(C)C)CC1 5-Chloro-N-(3-(3,3-dimethylbutyl)-3-azaspiro[5.5]undecan-9-yl)-1-methyl-3-(6-methylpyridin-2-yl)-1H-pyrazole-4-carboxamide